CC(=CCC/C(=C/CC/C(=C/CC/C=C(\C)/CC/C=C(\C)/CC[C@H]1C(O1)(C)C)/C)/C)C squalene 2,3-oxide